methyl 4-[6-(5-chloro-2-fluorophenyl)-4-({2-[3-(4-methylpiperazin-1-yl)propanamido]pyridin-4-yl}amino)pyridazin-3-yl]morpholine-2-carboxylate ClC=1C=CC(=C(C1)C1=CC(=C(N=N1)N1CC(OCC1)C(=O)OC)NC1=CC(=NC=C1)NC(CCN1CCN(CC1)C)=O)F